2-(3-(azetidin-1-yl)propyl)-7-bromo-1,4-dimethyl-1H-imidazo[4,5-d]thieno[3,2-b]pyridine N1(CCC1)CCCC1=NC=2C(=C3C(=NC2C)C=C(S3)Br)N1C